1,1-Bis(t-Butyl-peroxy)-3,3,5-trimethylcyclohexan C(C)(C)(C)OOC1(CC(CC(C1)C)(C)C)OOC(C)(C)C